N1=CC=C(C=C1)S(=O)(=O)CC1=C(C(=C(C(=C1CC)CS(=O)(=O)C1=CC=NC=C1)CC)CS(=O)(=O)C1=CC=NC=C1)CC 1,3,5-tris(4-pyridylsulfonylmethyl)-2,4,6-triethylbenzene